C(C=C)(=O)N[C@@H](C(C)C)C(=O)O N-acryloyl-L-valine